C1(CC1)C=1N=NN(C1)[C@@H](C(=O)N1[C@H](C[C@@H](C1)O)C(=O)NC(C)C=1N(C=CN1)C1=CC=CC=C1)C(C)(C)C (2R,4S)-1-[(2R)-2-(4-cyclopropyltriazol-1-yl)-3,3-dimethyl-butanoyl]-4-hydroxy-N-[1-(1-phenylimidazol-2-yl)ethyl]pyrrolidine-2-carboxamide